(E)-(2-(phenylsulfonyl)vinyl)benzene C1(=CC=CC=C1)S(=O)(=O)/C=C/C1=CC=CC=C1